C[C@@H]1N(C2=CC=C(C=C2CC1)C1=CC=C(C=C1)CNC)C(C)=O (S)-1-(2-methyl-6-(4-((methylamino)methyl)phenyl)-3,4-dihydroquinolin-1(2H)-yl)ethan-1-one